COC=1C=2C(N=C(N1)NC(=O)C1=CC=C(C3=CN(N=C13)C)N1C[C@@H](CC1)N(C(OC(C)(C)C)=O)C)=CN(N2)C tert-butyl N-[(3R)-1-[7-({7-methoxy-2-methylpyrazolo[4,3-d]pyrimidin-5-yl}carbamoyl)-2-methylindazol-4-yl]pyrrolidin-3-yl]-N-methylcarbamate